C(C)(C)(C)OC(=O)N1C=C(C=C1)N1N=C(C=2C1=NC=NC2N)C2=CC=C(C=C2)OC2=CC=CC=C2 3-(4-Amino-3-(4-phenoxyphenyl)-1H-pyrazolo[3,4-d]pyrimidin-1-yl)pyrrole-1-carboxylic acid tert-butyl ester